CCCCCCCC/C=C\CCCCCCCC(=O)OCC(CO)O monooleoylglycerol